C(CCCC)(=O)NC1=NC(N([C@H]2[C@H](O)[C@H](O)[C@@H](CO)O2)C=C1)=O N4-pentanoyl-cytidine